O=C1N(CCOC1)[C@H]1C(=NN(C1)C(=O)N[C@H](C)C=1C=NC(=NC1)C(F)(F)F)C1=CC=C(C=C1)C (R)-4-(3-oxomorpholin-4-yl)-3-(4-methylphenyl)-N-((R)-1-(2-(trifluoromethyl)pyrimidin-5-yl)ethyl)-4,5-dihydro-1H-pyrazol-1-carboxamide